C(C)(C)(C)C1=CC(=NO1)NC(NC1CCC=2NC3=CC=C(C=C3C2C1)C(=O)NC(C)C)=O 3-(3-(5-tert-butylisoxazol-3-yl)ureido)-N-isopropyl-2,3,4,9-tetrahydro-1H-carbazole-6-carboxamide